OCCSCCCOC=1OC2=CC=CC=C2C(C1C1=CC=CC=C1)=O 3-(2-hydroxyethylthio)propoxylisoflavone